tert-butyl 2-{2-[2-({2-methyl-8-[4-(trifluoromethyl)phenyl]-2H,8H-pyrazolo[3,4-b]indol-5-yl}formamido)-ethoxy]ethoxy}acetate CN1N=C2N(C3=CC=C(C=C3C2=C1)C(=O)NCCOCCOCC(=O)OC(C)(C)C)C1=CC=C(C=C1)C(F)(F)F